ClC1=CC(=CN=N1)CO (6-chloropyridazin-4-yl)methanol